1-(3-(3-(hydroxymethyl)azetidin-1-yl)phenyl)dihydropyrimidine-2,4(1H,3H)-dione OCC1CN(C1)C=1C=C(C=CC1)N1C(NC(CC1)=O)=O